(2S,3S,4R)-2-Amino-1-(α-D-galactopyranosyloxy)-3-hydroxy-octadecan-4-yl docosanoate C(CCCCCCCCCCCCCCCCCCCCC)(=O)O[C@@H]([C@H]([C@H](CO[C@@H]1[C@H](O)[C@@H](O)[C@@H](O)[C@H](O1)CO)N)O)CCCCCCCCCCCCCC